COC1=CC(=CC2=C1C(=NO2)NS(=O)(=O)C2=C(C=CC=C2)OC)CN2N=CC(=C2)C(=O)OCC ethyl 1-((4-methoxy-3-((2-methoxyphenyl) sulfonamido)benzo[d]isoxazol-6-yl)methyl)-1H-pyrazole-4-carboxylate